tert-butyl (2R,3R)-3-[(7-bromo-2-chloro-8-fluoro-quinazolin-4-yl)-methyl-amino]-2-methyl-pyrrolidine-1-carboxylate BrC1=CC=C2C(=NC(=NC2=C1F)Cl)N([C@H]1[C@H](N(CC1)C(=O)OC(C)(C)C)C)C